3,7-Dimethyl-1,4-dioxepan CC1COC(CCO1)C